FC1=CC(=C(C(=O)O)C=C1F)C=1C(CSCC1O)=O 4,5-difluoro-2-(5-hydroxy-3-oxo-3,6-dihydro-2H-thiopyran-4-yl)benzoic acid